N-(5-(2-((1R,4S)-2-azabicyclo[2.2.1]heptan-2-yl)acetamido)-2-methylpyridin-3-yl)-6-(1,3-dimethyl-1H-pyrazol-5-yl)pyrazolo[1,5-a]pyrazine-3-carboxamide [C@@H]12N(C[C@@H](CC1)C2)CC(=O)NC=2C=C(C(=NC2)C)NC(=O)C=2C=NN1C2C=NC(=C1)C1=CC(=NN1C)C